6-(3-(benzyloxy)cyclobut-1-en-1-yl)-3-ethyl-2-methoxypyridine C(C1=CC=CC=C1)OC1C=C(C1)C1=CC=C(C(=N1)OC)CC